3,3,18,18-tetramethyl-1,2-cyclooctadecanedione CC1(C(C(C(CCCCCCCCCCCCCC1)(C)C)=O)=O)C